6-(2-(difluoromethyl)imidazo[1,2-a]pyridin-7-yl)-5-(1-((1-methylcyclopentyl)methyl)-1H-pyrazol-4-yl)picolinonitrile FC(C=1N=C2N(C=CC(=C2)C2=C(C=CC(=N2)C#N)C=2C=NN(C2)CC2(CCCC2)C)C1)F